pentafluoroethylsulfone FC(C(F)(F)F)(F)S(=O)(=O)C(C(F)(F)F)(F)F